CC1=CC=C(C=C1)S(=O)(=O)O.O[C@]1(C(N(C2=CC=CC=C12)C=1C=C(C=NC1)CC1=NNC(C2=CC=CC=C12)=O)=O)C (R)-(+)-4-((5-(3-hydroxy-3-methyl-2-oxoindolin-1-yl)pyridin-3-yl)methyl)phthalazin-1(2H)-one 4-methylbenzenesulfonate